N-(2-Amino-3-fluoro-4-((pyridin-4-ylmethyl)amino)phenyl)decanamid NC1=C(C=CC(=C1F)NCC1=CC=NC=C1)NC(CCCCCCCCC)=O